C(#N)/C(/C(=O)NC1CC1)=C(/O)\C1=CC(=C(C(=C1)[N+](=O)[O-])O)O (Z)-2-cyano-N-cyclopropyl-3-(3,4-dihydroxy-5-nitrophenyl)-3-hydroxyacrylamide